C(C)(C)(C)OC(=O)N[C@H](C(=O)OC)CC1C(NC2(CC(C2)(F)F)C1)=O methyl (2S)-2-[(tert-butoxycarbonyl)amino]-3-{2,2-difluoro-6-oxo-5-azaspiro[3.4]octan-7-yl}propanoate